1-(2-(prop-2-yn-1-yloxy)ethyl)piperidin C(C#C)OCCN1CCCCC1